O[C@H]1[C@@H](O[C@@H]([C@H]1O)CO)C=1C(NC(N(C1)C)=O)=O 5-((2S,3R,4S,5R)-3,4-dihydroxy-5-(hydroxymethyl)tetrahydrofuran-2-yl)-1-methylpyrimidine-2,4(1H,3H)-dione